(S)-4-(5-(3-((2-((S)-3-carboxybutanoyl)-4-chloro-6-methoxyisoindolin-5-yl)oxy)propoxy)-6-methoxythieno[3,2-b]pyridin-2-yl)-2-methyl-4-oxobutanoic acid C(=O)(O)[C@H](CC(=O)N1CC2=CC(=C(C(=C2C1)Cl)OCCCOC1=C(C=C2C(=N1)C=C(S2)C(C[C@@H](C(=O)O)C)=O)OC)OC)C